23-methyllignoceryl myristoleate C(CCCCCCC\C=C/CCCC)(=O)OCCCCCCCCCCCCCCCCCCCCCCC(C)C